1-(((R)-1-(2-cyanoacetyl)piperidin-3-yl)oxy)-4-(((1s,4S)-4-ethoxycyclohexyl)ethynyl)-7-isopropoxyisoquinoline-6-carboxamide C(#N)CC(=O)N1C[C@@H](CCC1)OC1=NC=C(C2=CC(=C(C=C12)OC(C)C)C(=O)N)C#CC1CCC(CC1)OCC